C(C)(C)(C)OC(=O)N1CCC(CC1)O[C@@H]1C[C@H](CN(C1)C)OC=1C=C(C(C(=O)OC)=CC1)C(=O)OC dimethyl 4-(((3R,5R)-5-((1-(tert-butoxycarbonyl)piperidin-4-yl)oxy)-1-methylpiperidin-3-yl)oxy)phthalate